3-(3,4-Dimethoxybenzyl)-6-(2-methoxybenzamido)-2,4(1H,3H)-quinazolinedione COC=1C=C(CN2C(NC3=CC=C(C=C3C2=O)NC(C2=C(C=CC=C2)OC)=O)=O)C=CC1OC